ClC=1C(=C(NSC1)Cl)Cl Trichlorothiazine